N-(2-(3-hydroxyphenyl)thiazolo[5,4-b]pyridin-6-yl)methanesulfonamide OC=1C=C(C=CC1)C=1SC2=NC=C(C=C2N1)NS(=O)(=O)C